1,6-hexanediol phthalate C(C=1C(C(=O)O)=CC=CC1)(=O)O.C(CCCCCO)O